Cl.N[C@@H]1C[C@H](CC1)NC1=CC=C(C=N1)N1N=C(C=CC1=O)Cl 2-(6-(((1S,3S)-3-Aminocyclopentyl)amino)pyridin-3-yl)-6-chloropyridazin-3(2H)-one HCl